(S)-3-hydroxypiperidine tartrate C(=O)(O)C(O)C(O)C(=O)O.O[C@@H]1CNCCC1